8-fluoro-1-((1R,2R)-2-hydroxy-2-methylcyclopentyl)-7-((1-(methylsulfonyl)piperidin-4-yl)amino)1,6-naphthyridin-2(1H)-one FC=1C(=NC=C2C=CC(N(C12)[C@H]1[C@](CCC1)(C)O)=O)NC1CCN(CC1)S(=O)(=O)C